3-((3,5-dibromo-2-hydroxybenzylidene)amino)-coumarin BrC=1C(=C(C=NC=2C(OC3=CC=CC=C3C2)=O)C=C(C1)Br)O